7-chloro-N-[(3S,6R)-6-{5-[2-(trifluoromethoxy)ethoxy]-1,3,4-oxadiazol-2-yl}piperidin-3-yl]isoquinoline-3-carboxamide ClC1=CC=C2C=C(N=CC2=C1)C(=O)N[C@@H]1CN[C@H](CC1)C=1OC(=NN1)OCCOC(F)(F)F